(2-(dodecan-5-yl)-1,3-dioxolan-4-yl)methyl hydrogen sulfate S(=O)(=O)(OCC1OC(OC1)C(CCCC)CCCCCCC)O